Cl.Cl.C1(CC1)[C@H]1CN(CCN1)C=1N=NC(=CN1)C1=C(C=C(C=C1)C=1C=CC=2C(N1)=NN(N2)C)O 2-{3-[(3S)-3-cyclopropylpiperazin-1-yl]-1,2,4-triazin-6-yl}-5-(2-methyl-2H-[1,2,3]triazolo[4,5-b]pyridin-5-yl)phenol dihydrochloride